(3R,4R)-4-cyclopropyl-4-(2-(5-cyclopropyl-4-fluoro-3,3-dimethyl-2-oxoindolin-1-yl)acetamido)-3-methylbutanoic acid C1(CC1)[C@@H]([C@@H](CC(=O)O)C)NC(CN1C(C(C2=C(C(=CC=C12)C1CC1)F)(C)C)=O)=O